ClC1=C(NC2=CC=CC(=C12)Cl)C(=O)N1CCN(CC1)C(COC)=O 1-(4-(3,4-dichloro-1H-indole-2-carbonyl)piperazin-1-yl)-2-methoxyethan-1-one